C(C1=CC=CC=C1)OC1C(CCC(C1)(F)F)=O 2-(benzyloxy)-4,4-difluorocyclohexane-1-one